CN1[C@@H](CCC1)COC=1N=C(C2=C(N1)CN(C2)CC2=CC=CC1=CC=CC=C21)N2CCNCC2 (S)-2-((1-methylpyrrolidin-2-yl)methoxy)-6-(naphthalen-1-ylmethyl)-4-(piperazin-1-yl)-6,7-dihydro-5H-pyrrolo[3,4-d]pyrimidine